1,1-difluoro-N-phenyl-propane-2-imine FC(C(C)=NC1=CC=CC=C1)F